ClC1=NC(=C2N=C(N(C2=N1)N=CC1=CC(=CC=C1)C)C)NC1=CC=C(C=C1)OC 2-Chloro-N-(4-methoxyphenyl)-8-methyl-9-((3-methylbenzylidene)amino)-9H-purin-6-amine